N-[(1S)-1-cyclohexyl-2-[[6-(3,5-dimethyl-1H-pyrazol-4-yl)-3-pyridyl]amino]-2-oxo-ethyl]-2-isopropyl-pyrazole-3-carboxamide C1(CCCCC1)[C@@H](C(=O)NC=1C=NC(=CC1)C=1C(=NNC1C)C)NC(=O)C=1N(N=CC1)C(C)C